N1(CCCC1)C1=C(C=O)C=CC=C1 2-(1-pyrrolidinyl)-benzaldehyde